2-({[5-Methyl-2-(2-methylbiphenyl-3-yl)[1,2,4]triazolo-[1,5-c]pyrimidin-7-yl]methyl}amino)ethanol CC1=NC(=CC=2N1N=C(N2)C=2C(=C(C=CC2)C2=CC=CC=C2)C)CNCCO